N-ethyl-3-methylsulfonyl-propionamide C(C)NC(CCS(=O)(=O)C)=O